2-[di(2-methoxyphenyl)phosphino]benzenesulfonic acid COC1=C(C=CC=C1)P(C1=C(C=CC=C1)S(=O)(=O)O)C1=C(C=CC=C1)OC